1-allyl-3-methyl-imidazolium C(C=C)N1C=[N+](C=C1)C